COC(=O)C=1C(N(C2=NC(=CC=C2C1N)C(F)(F)F)C1=CC=C(C=C1)N)=O 4-amino-1-(4-aminophenyl)-2-oxo-7-(trifluoromethyl)-1,2-dihydro-1,8-naphthyridine-3-carboxylic acid methyl ester